FC1=C(C=CC(=C1)C1C(COC2=CC(=CC=C12)OC)C1=CC=CC=C1)N1CCC(CC1)CN1CCN(CC1)C=1C=C2CN(C(C2=CC1)=O)C1C(NC(CC1)=O)=O 3-(5-(4-((1-(2-fluoro-4-(7-methoxy-3-phenylchroman-4-yl)phenyl)piperidin-4-yl)methyl)piperazin-1-yl)-1-oxoisoindolin-2-yl)piperidine-2,6-dione